3-(3-(5-chloro-8-methoxy-11H-indolo[3,2-c]isoquinolin-11-yl)propyl)-1-((2R,3R,4S,5R)-3,4-dihydroxy-5-(hydroxymethyl)tetrahydrofuran-2-yl)-5-fluoropyrimidin-2,4(1H,3H)-dione ClC1=NC2=C(C3=CC=CC=C13)N(C1=CC=C(C=C12)OC)CCCN1C(N(C=C(C1=O)F)[C@@H]1O[C@@H]([C@H]([C@H]1O)O)CO)=O